COC=1C=C(C=C(C1)OC)C=1C=C2CCC(C2=CC1)N1CCC(CC1)C(=O)O 1-(5-(3,5-dimethoxyphenyl)-2,3-dihydro-1H-inden-1-yl)piperidine-4-carboxylic acid